[Li].N1CCCC1 pyrrolidine lithium salt